N-(1-(tert-butyl)-6-cyano-7-fluoro-1H-benzo[d]imidazol-2-yl)-3,3-dimethylbutanamide C(C)(C)(C)N1C(=NC2=C1C(=C(C=C2)C#N)F)NC(CC(C)(C)C)=O